(3-amino-6-cyclopropyl-1H-pyrazolo[3,4-b]pyridin-1-yl)(tetrahydro-2H-pyran-4-yl)methanone NC1=NN(C2=NC(=CC=C21)C2CC2)C(=O)C2CCOCC2